(S)-7-(tert-butyl)-N-((R)-1-(6-(ethylsulfonyl)pyridin-3-yl)-3-hydroxypropyl)-5,6,7,8-tetrahydrothiazolo[5,4-b]quinoline-2-carboxamide C(C)(C)(C)[C@@H]1CC=2C=C3C(=NC2CC1)SC(=N3)C(=O)N[C@H](CCO)C=3C=NC(=CC3)S(=O)(=O)CC